p-vinyl-benzaldehyde C(=C)C1=CC=C(C=O)C=C1